5-(5-fluoro-2-(3-fluoro-5-methoxy-4-methylphenylamino)pyrimidin-4-ylamino)benzo[d]oxazol-2(3H)-one trifluoroacetate salt FC(C(=O)O)(F)F.FC=1C(=NC(=NC1)NC1=CC(=C(C(=C1)OC)C)F)NC=1C=CC2=C(NC(O2)=O)C1